CC1NCCOC12CCN(CC2)C(=O)OC(C)(C)C tert-butyl 5-methyl-1-oxa-4,9-diazaspiro[5.5]undecane-9-carboxylate